(((t-butyldimethylsilyl)oxy)methyl)-6-methylenehexahydro-3H-pyrrolizin-3-one [Si](C)(C)(C(C)(C)C)OCC1CC(N2CC(CC12)=C)=O